(S)-5-(benzyloxy)-2-methyl-N-((tetrahydrofuran-2-yl)methyl)benzofuran-3-carboxamide C(C1=CC=CC=C1)OC=1C=CC2=C(C(=C(O2)C)C(=O)NC[C@H]2OCCC2)C1